[Li].SC(CC(=O)OCCN1C(N(C(N(C1=O)CCOC(CC(C)S)=O)=O)CCOC(CC(C)S)=O)=O)C 1,3,5-tris(2-(3-sulfanylbutanoyloxy)ethyl)-1,3,5-triazinane-2,4,6-trione lithium